Benzyl (2R,4S)-2-(tert-butyl)-5-oxo-4-(2-oxo-2-phenylethyl)oxazolidine-3-carboxylate C(C)(C)(C)[C@H]1OC([C@@H](N1C(=O)OCC1=CC=CC=C1)CC(C1=CC=CC=C1)=O)=O